1,4-diethyl-benzene C(C)C1=CC=C(C=C1)CC